COC=1C=C(C(=O)O)C=CC1N1C(N(C2=C(C1=O)C(=C(S2)C=2OC=CN2)C)CC(OC2CCOCC2)C2=C(C=CC=C2)OC)=O 3-methoxy-4-(1-(2-(2-methoxyphenyl)-2-((tetrahydro-2H-pyran-4-yl)oxy)ethyl)-5-methyl-6-(oxazol-2-yl)-2,4-dioxo-1,4-dihydrothieno[2,3-d]pyrimidin-3(2H)-yl)benzoic acid